2-ethyl-2-[(3-mercapto-1-oxopropoxy)methyl]propane-1,3-diyl bis[3-mercaptopropionate] SCCC(=O)OCC(COC(CCS)=O)(COC(CCS)=O)CC